CC(C)[C@H]1COC(=O)N1 (S)-(-)-4-isopropyl-2-oxazolidinone